NCCC[Si](O)(O)O[Si](O)(O)CCC (3-aminopropyl)({[(propyl)dihydroxysilyl]oxy})silanediol